2-(6-((2S,5R)-4-(1-(6-chloro-2,2-dimethylbenzo[d][1,3]dioxol-5-yl)ethyl)-2,5-dimethylpiperazin-1-yl)-9-ethyl-3-methyl-2-oxo-3,9-dihydro-2H-purin-8-yl)acetonitrile ClC=1C(=CC2=C(OC(O2)(C)C)C1)C(C)N1C[C@@H](N(C[C@H]1C)C=1C=2N=C(N(C2N(C(N1)=O)C)CC)CC#N)C